C(CCCCC)OC(O)C(O)CO Hexoxyglycerol